FC(C(=O)N1CC2(C1)CC(C2)OC2=CC=C(C=C2)S(=O)(=O)Cl)(F)F 4-((2-(2,2,2-trifluoroacetyl)-2-azaspiro[3.3]heptan-6-yl)oxy)benzenesulfonyl chloride